3-[5-Fluoro-3-methyl-2-oxo-4-[3-(piperazin-1-ylmethyl)azetidin-1-yl]benzimidazol-1-yl]piperidine-2,6-dione FC1=C(C2=C(N(C(N2C)=O)C2C(NC(CC2)=O)=O)C=C1)N1CC(C1)CN1CCNCC1